1-ethyl-3-methylimidazolium bis(trifluoromethanesulfonimide) salt [N-](S(=O)(=O)C(F)(F)F)S(=O)(=O)C(F)(F)F.[N-](S(=O)(=O)C(F)(F)F)S(=O)(=O)C(F)(F)F.C(C)N1C=[N+](C=C1)C.C(C)N1C=[N+](C=C1)C